4-(5-methoxy-2-(1-methyl-1H-pyrazol-4-yl)-4-nitrophenyl)piperazine-1-carboxylic acid tert-butyl ester C(C)(C)(C)OC(=O)N1CCN(CC1)C1=C(C=C(C(=C1)OC)[N+](=O)[O-])C=1C=NN(C1)C